ClC1=CC=C(C(=O)C2=C(C=CC=C2)C=2N(CCN2)C(\C=C(\CCC=C(C)C)/C)=O)C=C1 (E)-1-(2-(2-(4-chlorobenzoyl)phenyl)-4,5-dihydro-1H-imidazol-1-yl)-3,7-dimethylocta-2,6-dien-1-one